CC=1C(C2=CC=C(C=C2C(C1O)=O)OC)=O 2-methyl-3-hydroxy-6-methoxy-1,4-naphthoquinone